ClC1=CC=C(C=C1)C1=CC=2C3=C(C=NC2C=C1)N(C(N3C3=CC(=CC=C3)OC)=N)C 8-(4-Chlorophenyl)-1-(3-methoxyphenyl)-3-methyl-1,3-dihydro-2H-imidazo[4,5-c]quinolin-2-imine